NC1=NN2C(C=C(C=C2)C=2C=C(C(=NC2)OC)C(=O)NCC2=NC=CC=C2OCC2CCCC2)=N1 5-{2-amino-[1,2,4]triazolo[1,5-a]pyridin-7-yl}-N-{[3-(cyclopentylmethoxy)pyridin-2-yl]methyl}-2-methoxypyridine-3-carboxamide